C(C)OCCCOC=C(C)C1=CC(=CC=C1)C(=COCCC)C 1-(1-(3-ethoxypropoxy)prop-1-en-2-yl)-3-(1-propoxyprop-1-en-2-yl)benzene